4,4,4-trifluoro-1-(2-furyl)butane-1,3-dione FC(C(CC(=O)C=1OC=CC1)=O)(F)F